(S)-7-chloro-1-methyl-6-((4-(methylamino)pyrazolo[1,5-a]pyrazin-3-yl)oxy)-N-(2-(tetrahydrofuran-3-yl)-6-(trifluoromethyl)pyridin-4-yl)-1H-imidazo[4,5-b]pyridin-2-amine ClC1=C2C(=NC=C1OC=1C=NN3C1C(=NC=C3)NC)N=C(N2C)NC2=CC(=NC(=C2)C(F)(F)F)[C@H]2COCC2